C(C1=CN=CC=C1)(=O)N[C@@H](CC1=CC=CC=C1)C(=O)O nicotinoyl-phenylalanine